4-Nitroaniline hydrochloride Cl.[N+](=O)([O-])C1=CC=C(N)C=C1